2-glycidylethoxyethyl-triethoxysilane C(C1CO1)CCOCC[Si](OCC)(OCC)OCC